tert-butyl-(S)-4-((3R,4R)-4-((tert-butyldiphenylsilyl)oxy)-3-cyanotetrahydrofuran-3-yl)-3-methylpiperazine-1-carboxylate C(C)(C)(C)OC(=O)N1C[C@@H](N(CC1)[C@@]1(COC[C@@H]1O[Si](C1=CC=CC=C1)(C1=CC=CC=C1)C(C)(C)C)C#N)C